3-(3h-imidazo[4,5-b]pyridin-2-yl)-1h-pyrazolo[3,4-b]pyridine N1=C(NC2=NC=CC=C21)C2=NNC1=NC=CC=C12